C(C)C1=CC=C(C#N)C=C1 4-ethyl-benzonitrile